[3-methyl-1-(2H-tetraazol-5-yl)butyl]-5-pyrimidinylamine CC(CC(C=1N=NNN1)NC=1C=NC=NC1)C